10,20-diphenyl-porphyrin copper [Cu].C1(=CC=CC=C1)C=1C=2C=CC(=CC3=CC=C(N3)C(=C3C=CC(C=C4C=CC1N4)=N3)C3=CC=CC=C3)N2